2-(5-(2-Fluorophenyl)-4-((2S,5R)-4-(4-hydroxypiperidine-4-carbonyl)-2,5-dimethylpiperazin-1-yl)-7H-pyrrolo[2,3-d]pyrimidin-7-yl)isonicotinonitrile FC1=C(C=CC=C1)C1=CN(C=2N=CN=C(C21)N2[C@H](CN([C@@H](C2)C)C(=O)C2(CCNCC2)O)C)C=2C=C(C#N)C=CN2